3-((pyridin-2-ylmethyl)amino)-5-(o-tolyl)-4H-benzo[e][1,2,4]thiadiazine 1,1-dioxide N1=C(C=CC=C1)CNC1=NS(C2=C(N1)C(=CC=C2)C2=C(C=CC=C2)C)(=O)=O